tert-butyl 4-(2-((R)-1-(7,7-difluoro-2-((S)-2-methylazetidin-1-yl)-6,7-dihydro-5H-cyclopenta[d]pyrimidin-4-yl)pyrrolidin-3-yl)acetyl)piperazin-1-carboxylate FC1(CCC2=C1N=C(N=C2N2C[C@H](CC2)CC(=O)N2CCN(CC2)C(=O)OC(C)(C)C)N2[C@H](CC2)C)F